2-(2,6-Dimethyl-4-((5-oxo-4-phenyl-4,5-dihydro-1H-1,2,4-triazol-1-yl)methyl)Phenoxy)-2-methylpropanoic acid ethyl ester C(C)OC(C(C)(C)OC1=C(C=C(C=C1C)CN1N=CN(C1=O)C1=CC=CC=C1)C)=O